ethyl 4-(6-(4-((5-chloro-3-fluoropyridin-2-yl) oxy)-2-fluorophenyl) pyrazin-2-yl)-3-oxobutanoate ClC=1C=C(C(=NC1)OC1=CC(=C(C=C1)C1=CN=CC(=N1)CC(CC(=O)OCC)=O)F)F